((((6-(2-((tert-butyldimethylsilyl)oxy)propan-2-yl)pyridin-3-yl)methoxy)methanethioyl)amino)amine [Si](C)(C)(C(C)(C)C)OC(C)(C)C1=CC=C(C=N1)COC(=S)NN